N-(2-chloropyrimidin-5-yl)-6-((1-fluorocyclopropyl)methoxy)-N-methylisoquinolin-1-amine ClC1=NC=C(C=N1)N(C1=NC=CC2=CC(=CC=C12)OCC1(CC1)F)C